C(CCC)OC=1C(=C(C=C(C1)F)C1=CC=CC=C1)F butoxy-2,5-difluoro-[1,1'-biphenyl]